C(CC)[N+](C)(C)CCCO propylhydroxypropyl-dimethyl-ammonium